N[C@@H](CCC(=O)NC=O)C(=O)O Gamma-glutamylformamide